5-{1-fluoro-3-hydroxy-7-[(2H3)methyloxy]naphthalen-2-yl}-1λ6,2,5-thiadiazolidine-1,1,3-trione FC1=C(C(=CC2=CC=C(C=C12)OC([2H])([2H])[2H])O)N1CC(NS1(=O)=O)=O